Methionine sulfoxide ammonium sulfite S(=O)([O-])[O-].[NH4+].N[C@@H](CCS(=O)C)C(=O)O.[NH4+]